CN(C1CC2=C(N=C(S2)C2=C(C(=O)N)C=CC=C2)CC1)C (6-(dimethylamino)-4,5,6,7-tetrahydrobenzo[d]thiazol-2-yl)benzamide